2-(4,4-dimethyl-1,4-azasilinan-1-yl)-4-((2-hydroxyethyl)sulfonamido)-N-(2-(2-methylmorpholino)pyrimidin-4-yl)benzamide C[Si]1(CCN(CC1)C1=C(C(=O)NC2=NC(=NC=C2)N2CC(OCC2)C)C=CC(=C1)NS(=O)(=O)CCO)C